C(C)(=O)N1[C@@H]2[C@@H](N(C[C@H]1CC2)S(=O)(=O)C=2C=NC(=CC2)OC2=CC(=C(C=C2)OC)F)C(=O)NO (1S,2R,5R)-8-acetyl-3-((6-(3-fluoro-4-methoxyphenoxy)pyridin-3-yl)sulfonyl)-N-hydroxy-3,8-diazabicyclo[3.2.1]octane-2-carboxamide